6-(3,5-dimethylpyrazolyl)-pyridine-2-carbaldehyde CC1=NNC(=C1C1=CC=CC(=N1)C=O)C